C(CCCCCCCCC=CCCCCCCCCCCCCCCC)(=O)O 10-Hexacosenoic acid